N1N=NC2=C1C=CC(=C2)CN2C(C1=CC=CC(=C1C2CC2=C(C=NN2C)Cl)Cl)=O 2-((1H-benzo[d][1,2,3]triazol-5-yl)methyl)-4-chloro-3-((4-chloro-1-methyl-1H-pyrazol-5-yl)methyl)isoindolin-1-one